NC=1C(=NC=C(N1)N1CCC2([C@@H]([C@@H](OC2)C)N)CC1)SC1=C(C(=C(C=C1)P(C)C)Cl)C(F)(F)F (4-((3-amino-5-((3S,4S)-4-amino-3-methyl-2-oxa-8-azaspiro[4.5]decan-8-yl)pyrazin-2-yl)thio)-2-chloro-3-(trifluoromethyl)phenyl)dimethylphosphine